2-bromo-N-(2,6-difluorophenyl)acetamide BrCC(=O)NC1=C(C=CC=C1F)F